dimethyl-4,4'-oxybisbenzoate COC(C1=CC=C(C=C1)OC1=CC=C(C(=O)OC)C=C1)=O